C1(CCCCC1)C1=CC=C(C=C1)NC(C1=C(C=CC(=C1)C(C(F)(F)F)(O)O)SC1=NN=NN1C)=O N-(4-cyclohexylphenyl)-2-[(1-methyl-1H-tetrazol-5-yl)sulfanyl]-5-(2,2,2-trifluoro-1,1-dihydroxyethyl)benzamide